(3R,7R)-12-(benzyloxy)-3-(((tert-butyldimethylsilyl)oxy)methyl)-N-(2,4-difluorobenzyl)-1,6,11-trioxo-1,6,7,11-tetrahydro-3H-2,7-methanopyrido[1,2-a][1,4]diazonine-10-carboxamide C(C1=CC=CC=C1)OC=1C(C(=CN2C1C(N1[C@H](C=CC([C@H]2C1)=O)CO[Si](C)(C)C(C)(C)C)=O)C(=O)NCC1=C(C=C(C=C1)F)F)=O